C(C)C(C(=O)N[C@@H](C)C(=O)O)CCCC 2-ethylhexanoyl-alanine